(Z)-4-(2-((1-(3-chlorophenyl)-2,5-dioxopyrrolidin-3-ylidene)methyl)phenoxy)-N-isopropylbenzamide ClC=1C=C(C=CC1)N1C(\C(\CC1=O)=C/C1=C(OC2=CC=C(C(=O)NC(C)C)C=C2)C=CC=C1)=O